phenol TFA salt OC(=O)C(F)(F)F.C1(=CC=CC=C1)O